2-(3-chloro-4-(9-(3-cyanobenzyl)-6-(1-methylcyclopropoxy)-9H-purin-8-yl)phenyl)acetamide ClC=1C=C(C=CC1C=1N(C2=NC=NC(=C2N1)OC1(CC1)C)CC1=CC(=CC=C1)C#N)CC(=O)N